O1C2=C(OCC1)C=C(C=C2)C2=C(C#N)C(=CC=C2)N2CCC(CC2)NCCC=2C=NN(C2)C 2-(2,3-dihydrobenzo[b][1,4]dioxin-6-yl)-6-(4-(2-(1-methyl-1H-pyrazol-4-yl)ethylamino)piperidin-1-yl)benzonitrile